3-chloro-6-((1-(4-(difluoromethyl)phenyl)-4-iodo-1H-pyrazol-5-yl)methoxy)pyridazine ClC=1N=NC(=CC1)OCC1=C(C=NN1C1=CC=C(C=C1)C(F)F)I